N1N=CC=C1\C=C\1/C(NC2=CC=C(C=C12)NS(=O)(=O)C1=CC=C(C=C1)C)=O (Z)-N-(3-((1H-pyrazol-5-yl)methylene)-2-oxoindolin-5-yl)-4-methylbenzenesulfonamide